S1C(=NC=C1)C1=CC(=C(C=2N=C(OC21)N2CC1N(C(C2)C1)C(=O)OC(C)(C)C)OC(F)(F)F)C(C(F)(F)F)(C)OC tert-Butyl 3-(7-(thiazol-2-yl)-5-(1,1,1-trifluoro-2-methoxypropan-2-yl)-4-(trifluoromethoxy)benzo[d]oxazol-2-yl)-3,6-diazabicyclo[3.1.1]heptane-6-carboxylate